ClC1=C(C=CC(=C1)F)[C@@H]1N(CCC1)C=1C(=NC=CN1)C(=O)N[C@H](C)\C=C\S(=O)(=O)C ((R)-2-(2-Chloro-4-fluorophenyl)pyrrolidin-1-yl)-N-((R,E)-4-(methylsulfonyl)but-3-en-2-yl)pyrazine-2-carboxamide